benzotriazol-1-yloxy-pyrrolidinyl phosphate P(=O)(ON1C(CCC1)ON1N=NC2=C1C=CC=C2)([O-])[O-]